C[Si](C1=CC=CC=2C3=C(OC21)C(=CC=C3)N3C2=CC=CC=C2C=2C=CC=CC32)(C)C 9-(6-trimethylsilanyldibenzo-furan-4-yl)-9H-carbazole